P(=O)(OC[C@]1(O[C@H]([C@@H]2OC(O[C@@H]21)(C)C)C2=CC=C1C(=NC=NN12)N)C#N)(OC[C@H](CCCCCCCCCCCCCCCCCC)OCC1=CC=CC=C1)OC1=C(C=CC=C1)Cl ((3aS,4R,6S,6aS)-6-(4-aminopyrrolo[2,1-f][1,2,4]triazin-7-yl)-4-cyano-2,2-dimethyltetrahydrofuro[3,4-d][1,3]dioxol-4-yl)methyl ((S)-2-(benzyloxy)icosyl) (2-chlorophenyl) phosphate